sodium 3-decylbenzenesulfonate C(CCCCCCCCC)C=1C=C(C=CC1)S(=O)(=O)[O-].[Na+]